9-cyanoanthracene C(#N)C=1C2=CC=CC=C2C=C2C=CC=CC12